2-(3-(5-(((S)-1-Cyclopropylethyl)Carbamoyl)-1-(2-Hydroxypropyl)-1H-Pyrazol-3-Yl)Phenyl)-N-(Pentan-3-Yl)Oxazole-5-Carboxamide C1(CC1)[C@H](C)NC(=O)C1=CC(=NN1CC(C)O)C=1C=C(C=CC1)C=1OC(=CN1)C(=O)NC(CC)CC